4-bromo-5-cyclopropyl-1-(tetrahydro-2H-pyran-2-yl)-6-(trifluoromethyl)-1H-indazole BrC1=C2C=NN(C2=CC(=C1C1CC1)C(F)(F)F)C1OCCCC1